2-(cyclobutylsulfinyl)-6-(2-methyl-2H-pyrazolo[3,4-b]pyridin-5-yl)-4-(trifluoromethyl)thieno[2,3-b]pyridin-3-amine C1(CCC1)S(=O)C1=C(C=2C(=NC(=CC2C(F)(F)F)C2=CC=3C(N=C2)=NN(C3)C)S1)N